1-piperidyldisiloxane N1(CCCCC1)[SiH2]O[SiH3]